tert-butyl (3aS)-1,1-dioxo-2,3,3a,4,6,7-hexahydroisothiazolo[2,3-a]pyrazine-5-carboxylate O=S1(CC[C@@H]2N1CCN(C2)C(=O)OC(C)(C)C)=O